FC1=CC=C(C=C1)C(C(=O)NNC(C(C)C)=O)N1C[C@@H](N(C[C@H]1C)C(=O)OC(C)(C)C)C tert-butyl (2S,5R)-4-(1-(4-fluorophenyl)-2-(2-isobutyrylhydrazineyl)-2-oxoethyl)-2,5-dimethylpiperazine-1-carboxylate